C(CCC)OC(CCCC1CCCC1)=O.COC1=CC=C(C=C1)NC(NC=1C=C(C=CC1NC(=O)NC1=CC=C(C=C1)OC)NS(=O)(=O)CC1=CC=CC=C1)=O N-(3,4-bis(3-(4-methoxyphenyl)ureido)phenyl)toluenesulfonamide butyl-4-cyclopentylbutyrate